Methyl-6-chloro-4-((thiazol-2-ylmethyl)amino)nicotinic acid CC1=C(C(=O)O)C(=CC(=N1)Cl)NCC=1SC=CN1